trans-3a-methyl-hexahydropyrrolo[3,4-c]Pyrrole-2(1H)-carboxylic acid C[C@@]12[C@H](CNC1)CN(C2)C(=O)O